Ethyl 3-oxo-3-phenylpropanoate O=C(CC(=O)OCC)C1=CC=CC=C1